FC1=C2CN(C(C2=CC=C1CN(C)C1CCN(CC1)C1=NC(=CC=C1)C1=CN=C2N1N=C(C=C2)N2[C@H](CCC2)C2=CC(=CC=C2)F)=O)C2C(NC(CC2)=O)=O 3-(4-fluoro-5-(((1-(6-(6-((R)-2-(3-fluorophenyl)pyrrolidin-1-yl)imidazo[1,2-b]pyridazin-3-yl)pyridin-2-yl)piperidin-4-yl)(methyl)amino)methyl)-1-oxoisoindolin-2-yl)piperidine-2,6-dione